1-(4-(2-chlorobenzyl)-3,4-dihydroquinoxaline-1(2H)-yl)-2-(piperidin-1-yl)ethan-1-one ClC1=C(CN2CCN(C3=CC=CC=C23)C(CN2CCCCC2)=O)C=CC=C1